[4-(AZEPAN-1-YLMETHYL)PHENYL]BORONIC ACID N1(CCCCCC1)CC1=CC=C(C=C1)B(O)O